methyl 6-methyl-7-oxo-4-(2-phenoxyphenyl)-1-toluenesulfonyl-6,7-dihydro-1H-pyrrolo[2,3-c]pyridine-2-carboxylate CN1C(C2=C(C(=C1)C1=C(C=CC=C1)OC1=CC=CC=C1)C=C(N2S(=O)(=O)CC2=CC=CC=C2)C(=O)OC)=O